1-(1-bromo-2-(benzenesulfonyl)ethyl)-4-tert-butylbenzene BrC(CS(=O)(=O)C1=CC=CC=C1)C1=CC=C(C=C1)C(C)(C)C